L-10-hydroxy-2-decenoic acid OCCCCCCCC=CC(=O)O